Tert-butyl 4-(3-(2-((6-(dimethylamino)pyridin-3-yl)amino)pyrimidin-4-yl)imidazo[1,2-a]pyridin-6-yl)-3,6-dihydropyridine-1(2H)-carboxylate CN(C1=CC=C(C=N1)NC1=NC=CC(=N1)C1=CN=C2N1C=C(C=C2)C=2CCN(CC2)C(=O)OC(C)(C)C)C